5-(pyrazin-2-ylamino)-3-(4-(3-(4-(trifluoromethoxy)phenyl)ureido)phenyl)-1H-pyrazole-4-carboxamide N1=C(C=NC=C1)NC1=C(C(=NN1)C1=CC=C(C=C1)NC(=O)NC1=CC=C(C=C1)OC(F)(F)F)C(=O)N